ClC1=C(NC2=NC=C(C=C21)S(=O)(=O)N2CCC1(C[C@H](CO1)NC[C@@H](COC=1C=C(C=CC1)S(=O)(=O)NC)O)CC2)C 3-((S)-3-((R)-8-(3-chloro-2-methyl-1H-pyrrolo[2,3-b]pyridin-5-ylsulfonyl)-1-oxa-8-azaspiro[4.5]decan-3-ylamino)-2-hydroxypropoxy)-N-methylbenzenesulfonamide